C(CCCCCCCCC)OC(CCCCCCC(C)OCC1=CC=CC=C1)OCCCCCCCCCC 9,9-didecyloxy-2-benzyloxynonane